FC(OC1=NN(C=C1C#N)C1=NC=C(C=C1)C=O)F 3-(difluoromethoxy)-1-(5-formylpyridin-2-yl)-1H-pyrazole-4-carbonitrile